BrCCCCCCCOC(C(CCCCCCCC)CCCCCCCC)=O 2-octyldecanoic acid-7-bromoheptyl ester